N-(6-ETHYL-1-METHYL-1H-INDAZOL-7-YL)-1-(2-(TRIFLUOROMETHYL)PYRIDIN-2-YL)-1H-PYRAZOLE-4-SULFONAMIDE C(C)C1=CC=C2C=NN(C2=C1NS(=O)(=O)C=1C=NN(C1)C1(NC=CC=C1)C(F)(F)F)C